N1N=CC=2N=CN=C(C21)NC(C(=O)O)CCN(CCCCC2=NC=1NCCCC1C=C2)C[C@@H](C)OC 2-((1H-pyrazolo[4,3-d]pyrimidin-7-yl)amino)-4-(((R)-2-methoxypropyl)(4-(5,6,7,8-tetrahydro-1,8-naphthyridin-2-yl)butyl)amino)butanoic acid